trans-4-((4-(2-Cyclopropyloxazol-4-yl)pyridin-2-yl)((trans-4-(5-methoxy-6-methylpyridin-2-yl)cyclohexyl)methyl)carbamoyl)cyclohexyl (2-hydroxy-2-methylpropyl)carbamate OC(CNC(O[C@@H]1CC[C@H](CC1)C(N(C[C@@H]1CC[C@H](CC1)C1=NC(=C(C=C1)OC)C)C1=NC=CC(=C1)C=1N=C(OC1)C1CC1)=O)=O)(C)C